1-[3-(hydroxy-2-methoxy-ethyl)-6-[5-[(6-methylpyridazin-3-yl)amino]benzimidazol-1-yl]-2-pyridyl]-5-methyl-pyrazole-3-carbonitrile OC(CC=1C(=NC(=CC1)N1C=NC2=C1C=CC(=C2)NC=2N=NC(=CC2)C)N2N=C(C=C2C)C#N)OC